O(C1=CC=CC=C1)C1=C(C=CC=C1)C=1C=CC=C2C=NC(=NC12)NC=1C=CC2=C(CC[C@H](CC2)N2CCCC2)C1 (S)-8-(2-Phenoxyphenyl)-N-(7-(pyrrolidin-1-yl)-6,7,8,9-tetrahydro-5H-benzo[7]annulen-2-yl)quinazolin-2-amine